3-((6-amino-2-fluoro-9H-purin-9-yl)methyl)-N-(3-hydroxypropyl)benzenesulfonamide NC1=C2N=CN(C2=NC(=N1)F)CC=1C=C(C=CC1)S(=O)(=O)NCCCO